C(C=C)(=O)N1CC(CCC1)N1NC(=C2C1=CN=CN2N)C(=O)N 1-(1-acryloylpiperidin-3-yl)-4-amino-1H-pyrazolo[3,4]pyrimidine-3-carboxamide